CC1=CC(=NC=C1C(NC1=NC(=CC=C1)C)=O)C1=NN2C(NC3=C(CC2)C=C(C=C3)N3CCNCC3)=C1C(=O)N 2-(4-methyl-5-((6-methylpyridin-2-yl)carbamoyl)pyridin-2-yl)-7-(piperazin-1-yl)-9,10-dihydro-4H-benzo[d]pyrazolo[1,5-a][1,3]diazepine-3-carboxamide